6-(acryloyloxy)caproic acid C(C=C)(=O)OCCCCCC(=O)O